(R)-N-(1,3-dihydroxypropan-2-yl)-5-(2-(5-fluoro-2-methoxypyridin-3-yl)pyrrolidin-1-yl)pyrazolo[1,5-a]pyrimidine-3-carboxamide OCC(CO)NC(=O)C=1C=NN2C1N=C(C=C2)N2[C@H](CCC2)C=2C(=NC=C(C2)F)OC